doeicosane CCCCCCCCCCCCCCCCCCCCCC